C(C1=CC=CC=C1)OC1=NC(=CC=C1C1=C(C=C(C2=C1C=CO2)N2CC(C2)CC(=O)NC2=C(C=CC(=C2)OC(F)(F)F)F)F)OCC2=CC=CC=C2 2-(1-(4-(2,6-bis(benzyloxy)pyridin-3-yl)-5-fluorobenzofuran-7-yl)azetidin-3-yl)-N-(2-fluoro-5-(trifluoromethoxy)phenyl)acetamide